di(octyl-decyl)dimethylammonium bromide [Br-].C(CCCCCCC)C(CCCCCCCCC)[N+](C)(C)C(CCCCCCCCC)CCCCCCCC